ClC1=C(C(N(C=C1)C1=CC=C(C=C1)N1N=CC(=C1C(F)(F)F)C(=O)OCC)=O)F ethyl 1-(4-(4-chloro-3-fluoro-2-oxopyridin-1(2H)-yl)phenyl)-5-(trifluoromethyl)-1H-pyrazole-4-carboxylate